4,4'-Cyclopentylidenebis[2,6-dimethylphenol] C1(CCCC1)(C1=CC(=C(C(=C1)C)O)C)C1=CC(=C(C(=C1)C)O)C